methyl (R)-4-((3-carbamoyl-6-(3-(3-methyl-2-oxoimidazolidin-1-yl)piperidin-1-yl)pyrazin-2-yl)amino)benzoate C(N)(=O)C=1C(=NC(=CN1)N1C[C@@H](CCC1)N1C(N(CC1)C)=O)NC1=CC=C(C(=O)OC)C=C1